C(C)(C)(C)OC(=O)N1C[C@H](CCC1)NC(=N)N (S)-3-guanidino-piperidine-1-carboxylic acid tert-butyl ester